FC(C=1C=C(C=C(C1)C(F)(F)F)P(CCCP(C1=CC(=CC(=C1)C(F)(F)F)C(F)(F)F)C1=CC(=CC(=C1)C(F)(F)F)C(F)(F)F)C1=CC(=CC(=C1)C(F)(F)F)C(F)(F)F)(F)F 1,3-bis[bis(3,5-bistrifluoromethylphenyl)phosphino]propane